1-((2-ethylhexyl)oxy)-3-phenoxypropan-2-ol C(C)C(COCC(COC1=CC=CC=C1)O)CCCC